rac-trans-tert-butyl-3-methyl-4-((4-(methylsulfonyl)phenoxy)methyl)pyrrolidine-1-carboxylate C(C)(C)(C)OC(=O)N1C[C@H]([C@@H](C1)COC1=CC=C(C=C1)S(=O)(=O)C)C |r|